(2-(2,2-difluoroethoxy)pyridin-4-yl)methylamine FC(COC1=NC=CC(=C1)CN)F